ruthenium oxide, ruthenium salt [Ru].[Ru]=O